ClC1=CC=C(C(=N1)C(=O)NS(=O)(=O)C)N[C@H](C)C=1C=C(C=C2C(N(C(=NC12)N1CCN(CC1)C1=NC(=NC=C1)C(F)F)C)=O)C (R)-6-chloro-3-((1-(2-(4-(2-(difluoromethyl)pyrimidin-4-yl)piperazin-1-yl)-3,6-dimethyl-4-oxo-3,4-dihydroquinazolin-8-yl)ethyl)amino)-N-(methylsulfonyl)picolinamide